8-[(2S,5R)-4-[(2-cyclopropyl-1,3-thiazol-5-yl)(4-fluorophenyl)methyl]-2,5-dimethylpiperazin-1-yl]-5-methyl-6-oxo-5,6-dihydro-1,5-naphthyridine-2-carbonitrile C1(CC1)C=1SC(=CN1)C(N1C[C@@H](N(C[C@H]1C)C1=CC(N(C=2C=CC(=NC12)C#N)C)=O)C)C1=CC=C(C=C1)F